NC1=C(C(=O)OC)C=C(C(=C1)Br)O[C@@H](C)C1=NC=CC=N1 (S)-methyl 2-amino-4-bromo-5-(1-(pyrimidin-2-yl)ethoxy)benzoate